NC=1N=NC(=CC1N1CCC(CC1)(C(=O)N1CCC(CC1)C(=O)N1CCN(CC1)C=1C=C2C(N(C(C2=CC1)=O)C1C(NC(CC1)=O)=O)=O)C1=CC=CC=C1)C1=C(C=CC=C1)O 5-(4-(1-(1-(3-amino-6-(2-hydroxyphenyl)pyridazin-4-yl)-4-phenylpiperidine-4-carbonyl)piperidine-4-carbonyl)piperazin-1-yl)-2-(2,6-dioxopiperidin-3-yl)isoindoline-1,3-dione